6-[[4-[[(1S)-2-hydroxy-1-phenyl-ethyl]amino]-5-(3-methyl-1,2,4-oxadiazol-5-yl)pyrimidin-2-yl]amino]-2-methyl-3,4-dihydroisoquinolin-1-one OC[C@H](C1=CC=CC=C1)NC1=NC(=NC=C1C1=NC(=NO1)C)NC=1C=C2CCN(C(C2=CC1)=O)C